(L)-3-chloro-2-hydroxypropyl-trimethylammonium chloride [Cl-].ClCC(C[N+](C)(C)C)O